ClC=1C(=C(C=C(C1)OCOC)B(OC(C)C)OC(C)C)CCCCC=C diisopropyl (3-chloro-2-(hex-5-en-1-yl)-5-(methoxymethoxy)phenyl)boronate